Cl.N(C(=N)N)CCC[C@@H](C(=O)N1CCC(CC1)C(=O)OCC)NS(=O)(=O)C1=C(C=C(C=C1C(C)C)C(C)C)C(C)C (S)-ethyl 1-(5-guanidino-2-(2,4,6-triisopropylphenylsulfonamido)pentanoyl)piperidine-4-carboxylate HCl salt